2-Chloro-N-(3-methoxy-5-methylpyrazin-2-yl)-N-((2-(trimethylsilyl)ethoxy)methyl)pyridine-3-sulfonamide ClC1=NC=CC=C1S(=O)(=O)N(COCC[Si](C)(C)C)C1=NC=C(N=C1OC)C